C(C1=CC=CC=C1)OP(=O)(OCC1=CC=CC=C1)OCC(CC(=O)O)(C)C 4-((bis(benzyloxy)phosphoryl)oxy)-3,3-dimethylbutanoic acid